tert-Butyl 4-((1S,2S)-1-(4-(benzylthio)phenoxy)-6-chloro-4-cyano-2,3-dihydro-1H-inden-2-yl)piperazine-1-carboxylate C(C1=CC=CC=C1)SC1=CC=C(O[C@@H]2[C@H](CC3=C(C=C(C=C23)Cl)C#N)N2CCN(CC2)C(=O)OC(C)(C)C)C=C1